3-amino-6-bromo-N-((1-methyl-1H-imidazol-4-yl)methyl)-5-(trifluoromethyl)pyrazine NC=1CN(C(=C(N1)C(F)(F)F)Br)CC=1N=CN(C1)C